Methyl 2,4-difluorobenzoate FC1=C(C(=O)OC)C=CC(=C1)F